(R)-2-(((1s,5s)-8-oxabicyclo[3.2.1]oct-3-yl)oxy)-2-(2-(2-methoxyethoxy)phenyl)ethan-1-ol [C@@H]12CC(C[C@H](CC1)O2)O[C@@H](CO)C2=C(C=CC=C2)OCCOC